C1(CCC1)[C@@H]1C[C@H](N(CC1)CC1=C2C=CNC2=C(C=C1OC)C)C1=CC=C(C(=O)O)C=C1 4-((2S,4S)-4-cyclobutyl-1-((5-methoxy-7-methyl-1H-indol-4-yl)methyl)piperidin-2-yl)benzoic acid